1-bromo-2,3-bis(dibromomethyl)benzene BrC1=C(C(=CC=C1)C(Br)Br)C(Br)Br